methanesulfonic acid 2-(4-chloro-phenoxy)-1-methylethyl ester ClC1=CC=C(OCC(C)OS(=O)(=O)C)C=C1